N1(C=NC=C1)CCCN(CCCCCCCC(=O)[O-])CCCCCCCC(=O)OCCCCCCCCC 8-((3-(1H-imidazol-1-yl)propyl)(8-(nonyloxy)-8-oxooctyl)amino)octanoate